(S)-2-(tert-butyl)pyrrolidine C(C)(C)(C)[C@H]1NCCC1